Phenylenether C=12C(=CC=CC1)O2